N-(4-bromo-2-(trifluoromethoxy)benzyl)-1-(4-methoxybenzyl)piperidine-4-carboxamide BrC1=CC(=C(CNC(=O)C2CCN(CC2)CC2=CC=C(C=C2)OC)C=C1)OC(F)(F)F